(di-tert-butyl-(4-dimethylaminophenyl)phosphine) palladium (ii) dichloride [Pd](Cl)Cl.C(C)(C)(C)P(C1=CC=C(C=C1)N(C)C)C(C)(C)C